C[SH3](C1(CC1)C1=C2C(=NC(=C1)N1[C@@H](COCC1)C)C(=NO2)C2=CC(=NN2)C)C(=O)[SH3](C)C2(CC2)C2=C1C(=NC(=C2)N2[C@@H](COCC2)C)C(=NO1)C1=CC(=NN1)C (methyl)(1-(3-(3-methyl-1H-pyrazol-5-yl)-5-((R)-3-methylmorpholino)isoxazolo[4,5-b]pyridin-7-yl) cyclopropyl)-λ6-sulfanyl ketone